N-[(1S,3R)-3-aminocyclopentyl]Prop-2-enamide N[C@H]1C[C@H](CC1)NC(C=C)=O